1-hydroxy maleate C(\C=C/C(=O)[O-])(=O)OO